F[B-](F)(F)F.Cl[Rh](Cl)(Cl)Cl tetrachlororhodium tetrafluoroborate